(S)-3-bromo-2-(4-fluoro-3,5-dimethylphenyl)-4-methyl-4,5,6,7-tetrahydro-2H-pyrazolo[4,3-c]pyridin BrC=1N(N=C2C1[C@@H](NCC2)C)C2=CC(=C(C(=C2)C)F)C